N-[5-(5-cyclopropylfuran-2-yl)-2-methyl-[1,2,4]triazolo[1,5-c]pyrimidin-7-yl]cyclopropanecarboxamide C1(CC1)C1=CC=C(O1)C1=NC(=CC=2N1N=C(N2)C)NC(=O)C2CC2